C(CCCCCCCC)OP(=O)(OCCCCCCCCC)O.COC=1C=C(C(=O)N\C=C\C)C=CC1OC (E)-3,4-dimethoxy-N-(prop-1-en-1-yl)benzamide di-(nonyl)phosphate